3-(3-((6-(4-fluorophenethoxy)pyridin-3-yl)methyl)isoxazol-5-yl)pyridin-2-amine FC1=CC=C(CCOC2=CC=C(C=N2)CC2=NOC(=C2)C=2C(=NC=CC2)N)C=C1